nitrogen (azaribose) O=N[C@H](O)[C@H](O)[C@H](O)CO.[N]